(R)-2-(2-fluoroethyl)-4-(5-methylthiazol-2-yl)-N-(1-(2-(trifluoromethyl)pyrimidin-5-yl)ethyl)-2H-indazole-6-carboxamide FCCN1N=C2C=C(C=C(C2=C1)C=1SC(=CN1)C)C(=O)N[C@H](C)C=1C=NC(=NC1)C(F)(F)F